C(C1=CC=CC=C1)OCCN1C(=NC(=C1C(C)NS(=O)C(C)(C)C)C=1C(=NC=CC1)C(C)C)C N-[1-[1-[2-(benzyloxy)ethyl]-2-methyl-4-[2-(prop-2-yl)pyridin-3-yl]-1H-imidazol-5-yl]ethyl]-2-methylpropan-2-sulfinamide